tert-butyl ((R)-1-((R)-7-bromo-5-chlorochroman-4-yl)pyrrolidin-3-yl)carbamate BrC1=CC(=C2[C@@H](CCOC2=C1)N1C[C@@H](CC1)NC(OC(C)(C)C)=O)Cl